O=C1C=C(C2C=CC=CC=2)OC2C1=CC=C1C=CC=CC=21 alpha-naphthoflavone